CC1=NC(=CC=C1CCC(=O)N1[C@@H](C[C@H](C1)F)C(=O)N[C@H](C1=CC=C(C=C1)C(C)C)C1=CC=CC=C1)C (2S,4R)-1-[3-(2,6-dimethylpyridin-3-yl)propanoyl]-4-fluoro-N-[(S)-phenyl[4-(propan-2-yl)phenyl]methyl]pyrrolidine-2-carboxamide